2-isopropyl-3-methylbutanoic acid C(C)(C)C(C(=O)O)C(C)C